1,4-di(styryl)benzene C(=CC1=CC=CC=C1)C1=CC=C(C=C1)C=CC1=CC=CC=C1